methyl 4-[3-[2,6-dichloro-4-(2-methyltriazolo[4,5-b]pyridin-7-yl)benzoyl]-2,4-dihydro-1,3-benzoxazin-8-yl]-5-fluoro-2-(3-oxa-8-azabicyclo[3.2.1]octan-8-yl)benzoate ClC1=C(C(=O)N2COC3=C(C2)C=CC=C3C3=CC(=C(C(=O)OC)C=C3F)N3C2COCC3CC2)C(=CC(=C1)C=1C=2C(N=CC1)=NN(N2)C)Cl